tert-butyl 4-((tosyloxy)-methyl)piperidine-1-carboxylate S(=O)(=O)(C1=CC=C(C)C=C1)OCC1CCN(CC1)C(=O)OC(C)(C)C